NC1=C2N=C(N(C2=NC=N1)CCC(=O)NC(C)C)SC1=CC2=C(CCO2)C=C1I 3-[6-Amino-8-(5-iodo-2,3-dihydro-benzofuran-6-ylsulfanyl)-purin-9-yl]-N-isopropyl-propionamide